FC(C(=O)O)(F)F.NCC1=NN(C=2N=CC=C(C21)C(=O)NCCO)C2=CC=C(C=C2)OC(F)(F)F 3-(aminomethyl)-N-(2-hydroxyethyl)-1-(4-(trifluoromethoxy)phenyl)-1H-pyrazolo[3,4-b]pyridine-4-carboxamide 2,2,2-trifluoroacetate salt